C(#N)C(CCC(=O)NCCN1C(C(CC1=O)SCCC(=O)N([C@@H](C)C(=O)[O-])C)=O)(C)SC(=S)SCCCCCCCCCCCC N-(3-((1-(2-(4-cyano-4-(((dodecylthio)carbonothioyl)thio)pentanamido)ethyl)-2,5-dioxopyrrolidin-3-yl)thio)propanoyl)-N-methylalaninate